The molecule is an ascarosyloxycarboxylic acid beta-D-glucopyranosyl ester resulting from the formal esterification of the carboxy group of ascr#20 with the anomeric hydroxy group of beta-D-glucopyranose. It is a metabolite of the nematode Caenorhabditis elegans. It has a role as a Caenorhabditis elegans metabolite. It is an (omega-1)-hydroxy fatty acid ascaroside and an ascarosyloxycarboxylic acid beta-D-glucopyranosyl ester. It derives from an ascr#20. C[C@H]1[C@@H](C[C@H]([C@@H](O1)O[C@H](C)CCCCCCCCCC(=O)O[C@H]2[C@@H]([C@H]([C@@H]([C@H](O2)CO)O)O)O)O)O